pentacenoic Acid C1(=CC=CC2=CC3=CC4=CC5=CC=CC=C5C=C4C=C3C=C12)C(=O)O